(2S,1'S,2'S)-2-(carboxycyclopropyl)glycine C1[C@@H]([C@H]1C(=O)O)[C@@H](C(=O)O)N